1-(5-((2,6-dichlorobenzyl)oxy)-2,3-dihydro-1H-inden-1-yl)-2,2-dimethyl-piperidine-4-carboxylic acid ClC1=C(COC=2C=C3CCC(C3=CC2)N2C(CC(CC2)C(=O)O)(C)C)C(=CC=C1)Cl